N1(C=CC=C1)CC1=C(C=CC=C1)B(O)O 2-(pyrrol-1-ylmethyl)phenylboronic acid